ClC(C(C)(C)C1N(CCC(C1)=O)C(=O)O)(Cl)Cl 1,1,1-trichloro-2-methylpropan-2-yl-4-oxo-piperidine-1-carboxylic acid